P(=O)(OC[C@H]1O[C@H](CS1)N1C(NC(C(=C1)F)N)=O)(OCC1=CC=CC=C1)OCCOCCCCCCCCCCCCCCCCCC ((2S,5R)-5-(4-amino-5-fluoro-2-oxo-3,4-dihydropyrimidin-1(2H)-yl)-1,3-oxathiolan-2-yl)methyl benzyl (2-(octadecyloxy)ethyl) phosphate